N-(3-amino-5-(1H-imidazol-2-yl)phenyl)-5-cyclopropylpyrazolo[1,5-a]pyrimidine-3-carboxamide NC=1C=C(C=C(C1)C=1NC=CN1)NC(=O)C=1C=NN2C1N=C(C=C2)C2CC2